C(ON1C(CCC1=O)=O)([O-])=O 2,5-Dioxopyrrolidin-1-yl carbonate